O[C@H](CN1C=NC2=C(C1=O)C(=C(C(N2C)=O)F)NC2=C(C=C(C=C2)I)F)CO 3-[(2R)-2,3-dihydroxypropyl]-6-fluoro-5-[(2-fluoro-4-iodophenyl)amino]-8-methyl-pyrido[2,3-d]pyrimidine-4,7(3H,8H)-dione